CN1CCN(CC1)C(=O)C=1C=CC=NC1 5-(4-methylpiperazin-1-carbonyl)pyridin